4-(4-((4-((3-acrylamidophenyl)amino)-5-fluoropyrimidin-2-yl)amino)phenoxy)-N-methylpyridinecarboxamide C(C=C)(=O)NC=1C=C(C=CC1)NC1=NC(=NC=C1F)NC1=CC=C(OC2=CC(=NC=C2)C(=O)NC)C=C1